(1S)-1,5-anhydro-2,3-dideoxy-6-O-(tert-butyldiphenylsilyl)-1-C-(4-(hydroxymethyl)phenyl)-D-threo-hex-2-enitol [Si](C1=CC=CC=C1)(C1=CC=CC=C1)(C(C)(C)C)OC[C@@H]1[C@@H](C=C[C@H](O1)C1=CC=C(C=C1)CO)O